FC1(CCC(CC1)N1N=C(C=C1C)NC(C1=C(N=C(C=C1)NS(=O)(=O)CCO)N1CCC2(CC2)CC1)=O)F N-(1-(4,4-difluorocyclohexyl)-5-methyl-1H-pyrazol-3-yl)-6-((2-hydroxyethyl)sulfonamido)-2-(6-azaspiro[2.5]octan-6-yl)nicotinamide